diethyl 1,1-cyclopropanedicarboxylate C1(CC1)(C(=O)OCC)C(=O)OCC